COC(CC(C)C1=CC=C(C=C1)N1C(N2[C@@H](CN(CC2)C(=O)OC(C)(C)C)C1)=O)=O (8aR)-tert-Butyl 2-(4-(4-methoxy-4-oxobut-2-yl)phenyl)-3-oxohexahydroimidazo[1,5-a]pyrazin-7(1H)-carboxylate